OC(CN(CCCCC(=O)OCCN1CCN(CC1)CCSSCCCN(CC(CCCCCCCCCC)O)CC(CCCCCCCCCC)O)CC(CCCCCC\C=C/C\C=C/CCCCC)O)CCCCCC\C=C/C\C=C/CCCCC 2-(4-(2-((3-(Bis(2-hydroxydodecyl)amino)propyl)disulfaneyl)ethyl)piperazin-1-yl)ethyl 5-(bis((9Z,12Z)-2-hydroxyoctadeca-9,12-dien-1-yl)amino)pentanoate